CC(C#N)(CC(C)C1=CC=CC=C1)C 2,2-dimethyl-4-phenylpentanenitrile